1-[(6S)-2-(1-benzothiophen-5-yl)-6-methyl-3-(pyridin-4-yl)-6,7-dihydropyrazolo[1,5-a]pyrazin-5(4H)-yl]prop-2-en-1-one S1C=CC2=C1C=CC(=C2)C2=NN1C(CN([C@H](C1)C)C(C=C)=O)=C2C2=CC=NC=C2